CN(C(CCC(=O)OCCC)=O)C propyl 4-(dimethylamino)-4-oxobutanoate